Z-butyl-(4-dimethylaminophenyl)-phosphine C(CCC)PC1=CC=C(C=C1)N(C)C